benzyl (1R,19S,25S,28S,E)-17,20,23-trioxo-19-(2-phenoxyethyl)-3-oxa-18,21,24-triazatricyclo[22.2.2.01,25]octacos-7-ene-28-carboxylate O=C1CCCCCCCC/C=C/CCCOC[C@]23[C@@H](N(C(CNC([C@@H](N1)CCOC1=CC=CC=C1)=O)=O)[C@@H](C3)C(=O)OCC3=CC=CC=C3)C2